1-[6-[3-(5-chloro-2,4-difluoro-phenyl)-1H-pyrazol-4-yl]-1,5-naphthyridin-3-yl]pyrrolidin-3-amine ClC=1C(=CC(=C(C1)C1=NNC=C1C=1N=C2C=C(C=NC2=CC1)N1CC(CC1)N)F)F